C(CCCC)ON(C(C=C)=O)OCCCCC N,N-di(pentyloxy)acrylamide